4-benzyl-3-(difluoromethyl)-3,4-dihydroquinoxalin-2(1H)-one C(C1=CC=CC=C1)N1C(C(NC2=CC=CC=C12)=O)C(F)F